C1(C=CC(N1CCCC(=O)ON1C(C(CC1=O)S(=O)(=O)O)=O)=O)=O N-[γ-maleimidobutyryl-oxyl]sulfosuccinimide